3-(5-(((S)-1-((2-(2-hydroxypropan-2-yl)quinolin-6-yl)methyl)pyrrolidin-3-yl)oxy)-1-oxoisoindolin-2-yl)piperidine-2,6-dione OC(C)(C)C1=NC2=CC=C(C=C2C=C1)CN1C[C@H](CC1)OC=1C=C2CN(C(C2=CC1)=O)C1C(NC(CC1)=O)=O